2-(4-methoxy-5-(prop-2-yn-1-ylamino)pyridin-2-yl)-2-methylpropanenitrile COC1=CC(=NC=C1NCC#C)C(C#N)(C)C